2-hydroxyethyl 4-formylbenzoate C(=O)C1=CC=C(C(=O)OCCO)C=C1